OCCN(C(=O)C1=CC2=C(N=CC1)C=CC=C2)CCO N,N-bis(2-hydroxyethyl)-3H-benzo[b]azepin-4-carboxamide